C(C1=CC=CC=C1)OC(=O)C1C=C(CCC1)C=1C=NC=CC1 3-(pyridin-3-yl)cyclohex-2-ene-1-carboxylic acid benzyl ester